2-chloro-5-isopropyl-7,8-dihydro-6H-quinolin-5-ol ClC1=NC=2CCCC(C2C=C1)(O)C(C)C